((4-((difluoromethyl)thio)-2-fluorophenyl)amino)-2-(2-hydroxyethoxy)-7-methyl-3,4-dihydro-2,7-naphthyridine-1,6(2H,7H)-dione FC(SC1=CC(=C(C=C1)NC1N(C(C2=CN(C(C=C2C1)=O)C)=O)OCCO)F)F